2-((2-methoxy-4-(1-methylpiperidin-4-yl)phenyl)amino)pyrimidin-4-yl-1H-pyrrole-3-carboxamide COC1=C(C=CC(=C1)C1CCN(CC1)C)NC1=NC=CC(=N1)N1C=C(C=C1)C(=O)N